tert-Butyl 7-(8-((tert-butoxycarbonyl)amino)-3-(3-cyclopentylureido)-7-fluoroisoquinolin-6-yl)-8-methyl-2,3-dihydro-1H-pyrido[2,3-b][1,4]oxazine-1-carboxylate C(C)(C)(C)OC(=O)NC=1C(=C(C=C2C=C(N=CC12)NC(=O)NC1CCCC1)C1=C(C2=C(OCCN2C(=O)OC(C)(C)C)N=C1)C)F